ClC=1C=C(C=CC1Cl)[C@@H](CN1CCC(CC1)OCCC)NS(=O)(=O)C1=CC=C(C=C1)OC(F)(F)F (S)-N-(1-(3,4-dichlorophenyl)-2-(4-propoxypiperidin-1-yl)ethyl)-4-(trifluoromethoxy)benzenesulfonamide